6-(difluoromethoxy)-5-fluoro-N-((2-methylpyrazolo[1,5-c]pyrimidin-3-yl)methyl)nicotinamide FC(OC1=NC=C(C(=O)NCC=2C(=NN3C=NC=CC32)C)C=C1F)F